NC1CCN(CC1)C(=O)C=1C=C2CC(NC2=CC1)=O 5-(4-aminopiperidine-1-carbonyl)indolin-2-one